1-(4-((5-([1,2,4]triazolo[1,5-a]pyridin-6-yl)-7H-pyrrolo[2,3-d]pyrimidin-2-yl)amino)piperidin-1-yl)ethan-1-one N=1C=NN2C1C=CC(=C2)C2=CNC=1N=C(N=CC12)NC1CCN(CC1)C(C)=O